(S)-ethyl 3-((tert-butoxycarbonylamino)methyl)morpholine-4-carboxylate C(C)(C)(C)OC(=O)NC[C@@H]1N(CCOC1)C(=O)OCC